C(=C)C1=CC=C(CC2(C3=CC=CC=C3C=3C=CC=CC23)CC2=CC=C(C=C2)C=C)C=C1 9,9-bis-(p-vinylbenzyl)-9H-fluorene